N-(4-(4-amino-7-(1-isobutyrylpiperidin-4-yl)pyrrolo[2,1-f][1,2,4]triazin-5-yl)phenyl)-2-oxo-1-(pyridin-2-yl)-1,2,4,5,6,7-hexahydropyrazolo[1,5-a]pyridine-3-carboxamide NC1=NC=NN2C1=C(C=C2C2CCN(CC2)C(C(C)C)=O)C2=CC=C(C=C2)NC(=O)C=2C(N(N1C2CCCC1)C1=NC=CC=C1)=O